C(C=C)(=O)N1CCC2(CC(C2)N2N=CC(=C2)C=2C=C(C=3N(C2)N=CC3C#N)O[C@@H](CO)C3=NC=C(C=C3)F)CC1 (R)-6-(1-(7-acryloyl-7-azaspiro[3.5]nonan-2-yl)-1H-pyrazol-4-yl)-4-(1-(5-fluoropyridin-2-yl)-2-hydroxyethoxy)pyrazolo[1,5-a]pyridine-3-carbonitrile